FC=1C(=NC=CC1CN1C(OC2=C(C=CC(=C2)OC=2N=NC=CC2)C12CCC2)=O)NC(OC(C)(C)C)=O tert-butyl (3-fluoro-4-((2-oxo-7-(pyridazin-3-yloxy)spiro[benzo[e][1,3]oxazine-4,1'-cyclobutan]-3(2H)-yl)methyl)pyridin-2-yl)carbamate